(S)-2-((S)-4,4-difluoro-3-(6-oxo-1,6-dihydropyridin-3-yl)piperidin-1-yl)-N-(5-(4-fluoro-2-methoxyphenoxy)pyridin-2-yl)propionamide FC1([C@H](CN(CC1)[C@H](C(=O)NC1=NC=C(C=C1)OC1=C(C=C(C=C1)F)OC)C)C1=CNC(C=C1)=O)F